Cl.FC1=C(C=C(C#N)C=C1)C=1CCNCC1 4-fluoro-3-(1,2,3,6-tetrahydropyridin-4-yl)benzonitrile hydrochloride